rel-N-{(3R,4S)-4-Fluoro-1-[(4-methoxyphenyl)methyl]-4-methylpyrrolidin-3-yl}methanesulfonamide F[C@@]1([C@@H](CN(C1)CC1=CC=C(C=C1)OC)NS(=O)(=O)C)C |o1:1,2|